ClC=1C(=C(C(=NC1OC)C)NC(/C(=C/C1=CC=C2C=NN(C2=C1F)C1OCCCC1)/F)=O)C (Z)-N-(5-Chloro-6-methoxy-2,4-dimethylpyridin-3-yl)-2-fluoro-3-(7-fluoro-1-(tetrahydro-2H-pyran-2-yl)-1H-indazol-6-yl)acrylamide